COC(=O)C=1CN(NC1)CCOCCOCC#C 2-(2-(2-(prop-2-yn-1-yloxy)ethoxy)ethyl)-1H-pyrazole-4-carboxylic acid methyl ester